Methyl 1-(cyanomethyl)-1H-indole-5-carboxylate C(#N)CN1C=CC2=CC(=CC=C12)C(=O)OC